1-(5-(((2S,4R)-2-methyl-1-(2,2,3,3-tetrafluoropropyl)piperidin-4-yl)methyl)pyrazolo[1,5-a]pyridin-3-yl)dihydropyrimidine-2,4(1H,3H)-dione C[C@@H]1N(CC[C@H](C1)CC1=CC=2N(C=C1)N=CC2N2C(NC(CC2)=O)=O)CC(C(F)F)(F)F